ClC=1C(=NC(=NC1)N1CCC(CC1)C(=O)N(C)C)NC1=CC2=C(N(C(N2CCC(COC)(C)O)=O)C)C=C1 1-(5-Chloro-4-((3-(3-hydroxy-4-methoxy-3-methylbutyl)-1-methyl-2-oxo-2,3-dihydro-1H-benzo[d]imidazol-5-yl)amino)pyrimidin-2-yl)-N,N-dimethylpiperidin-4-carboxamid